C(C)(=O)O\C=C\CCCCCCCCCCCCCC (E)-l-1-hexadecen-1-yl acetate